NCC=1C=C(C=CC1)N1N=C(C=C1C(=O)NC1=CC(=CC=C1)CC1=CC(=CC=C1)O)C(F)(F)F 1-(3-(aminomethyl)phenyl)-N-(3-(3-hydroxyphenylmethyl)phenyl)-3-(trifluoromethyl)-1H-pyrazole-5-carboxamide